CC(CC)(CCCC(CCCC(CCCC(C)C)C)C)O 3,7,11,15-tetramethyl-hexadecan-3-ol